FC1=CC=C(C=C1)C(N1CCN(CC1)C(=O)N1N=NC2=C1C=CC(=C2)C#N)C2=CC=C(C=C2)OC 1-(4-((4-fluorophenyl)(4-methoxyphenyl)methyl)piperazine-1-carbonyl)-1H-benzo[d][1,2,3]triazole-5-carbonitrile